quinolin-5-amine hydrochloride Cl.N1=CC=CC=2C(=CC=CC12)N